tert-pentyl (S,E)-5-isopropylhept-2-en-6-ynoate C(C)(C)[C@H](C/C=C/C(=O)OC(C)(C)CC)C#C